5-bromo-4-chloro-spiro[1,2-dihydropyrrolo[2,3-b]pyridine-3,3'-cyclopentane]-1'-carboxamide BrC=1C(=C2C(=NC1)NCC21CC(CC1)C(=O)N)Cl